CCCC(C1=CC=C(C=C1)O)C1=CC=C(C(=C1)C)O 3,5-dimethyl-1,1-bis(4-hydroxyphenyl)propane